4-((1R,3r)-3-(4-bromo-5-methyl-1H-1,2,3-triazol-1-yl)cyclobutyl)piperazine-1-carboxylic acid tert-butyl ester C(C)(C)(C)OC(=O)N1CCN(CC1)C1CC(C1)N1N=NC(=C1C)Br